COC(C)(C)C1=NN(C=C1)COCC[Si](C)(C)C 3-(2-methoxypropane-2-yl)-1-((2-(trimethylsilyl)ethoxy)methyl)-1H-pyrazole